C(C1=CC=CC=C1)N(CCCO)C[C@@H](COCC1=CC=CC=C1)O 3-{benzyl-[(2S)-3-(benzyloxy)-2-hydroxypropyl]amino}propan-1-ol